FC=1C(=C(C=CC1F)[C@H]1[C@@H](O[C@]([C@H]1C)(C(F)(F)F)C)C(=O)NC1=CC(=C(C=C1)F)S(=O)(=O)O)OC (2R,3S,4S,5R)-3-(3,4-difluoro-2-methoxyphenyl)-N-(4-Fluoro-3-sulfophenyl)-4,5-dimethyl-5-(trifluoromethyl)tetrahydrofuran-2-carboxamide